di(3-toluyl) sulfide C1(=CC(=CC=C1)SC=1C=C(C=CC1)C)C